1-{3-fluoro-4-[6-methoxy-7-(octahydro-cyclopenta[c]pyrrol-5-ylmethoxy)-quinazolin-4-yloxy]-phenyl}-3-phenylacetyl-thiourea, dihydrobromide salt Br.Br.FC=1C=C(C=CC1OC1=NC=NC2=CC(=C(C=C12)OC)OCC1CC2C(CNC2)C1)NC(=S)NC(CC1=CC=CC=C1)=O